2-((4-chlorobenzyl)thio)-5-fluorobenzo[d]oxazole ClC1=CC=C(CSC=2OC3=C(N2)C=C(C=C3)F)C=C1